NCC(CCCCl)O 1-amino-5-chloro-2-pentanol